C(C)(C)(C)OC(=O)N1CCC(=CC1)C1=C(C=C(C=C1)NC(=O)C1=CC(=C(C=C1)C=1CCN(CC1)C(=O)OC(C)(C)C)F)OC tert-butyl 4-{4-[(4-{1-[(tert-butoxy)carbonyl]-1,2,3,6-tetrahydropyridin-4-yl}-3-methoxyphenyl)carbamoyl]-2-fluorophenyl}-1,2,3,6-tetrahydropyridine-1-carboxylate